α-L-fructopyranose OC[C@]1(O)[C@H](O)[C@@H](O)[C@@H](O)CO1